C(C)N1N=C(C2=C1C(NCC1(CCOCC1)C2)=O)CC(COC(C2=CC=C(C=C2)C(=O)N2CCCC2)=O)(C)C 4-(Pyrrolidine-1-carbonyl)benzoic acid [3-(1-ethyl-8-oxo-spiro[6,7-dihydro-4H-pyrazolo[3,4-c]azepin-5,4'-tetrahydropyran]-3-yl)-2,2-dimethyl-propyl] ester